N-(2-((2'-vinyl-[1,1'-biphenyl]-3-yl)methyl)-1-(3-vinylazetidine-1-carbonyl)pyrrolidin-3-yl)methanesulfonamide C(=C)C1=C(C=CC=C1)C1=CC(=CC=C1)CC1N(CCC1NS(=O)(=O)C)C(=O)N1CC(C1)C=C